FC1=C(C=C(C=C1F)F)C1=CC=C(N=N1)NC1C[C@@H]2[C@@H](CN(C2)C2C(CCCC2)O)C1 2-((3aR,5s,6aS)-5-((6-(2,3,5-trifluorophenyl)pyridazin-3-yl)amino)hexahydrocyclopenta[c]pyrrol-2(1H)-yl)cyclohexan-1-ol